NC(CCNC(C1=NC=C(C=C1)NC(=O)C1=NN(C(=C1C)C1=CC=C(C=C1)Cl)C1=C(C=C(C=C1)Cl)Cl)=O)=O N-(3-amino-3-oxopropyl)-5-(5-(4-chlorophenyl)-1-(2,4-dichlorophenyl)-4-methyl-1H-pyrazole-3-carboxamido)picolinamide